C1CN(CCC12CCNCC2)C2=C1C(N(C(C1=CC=C2)=O)C2C(NC(CC2)=O)=O)=O 4-(3,9-Diazaspiro[5.5]undecan-3-yl)-2-(2,6-dioxo-3-piperidyl)isoindoline-1,3-dione